methyl tetrolate C(C#CC)(=O)OC